FC=1C=C(OC2=NC=CC=C2C2=NC(=NC=C2)N[C@@H]2CN(CCC2)C(=O)OC(C)(C)C)C=CC1NS(=O)(=O)CCC(F)(F)F tert-butyl (S)-3-((4-(2-(3-fluoro-4-((3,3,3-trifluoropropyl)sulfonamido) phenoxy)pyridin-3-yl) pyrimidin-2-yl)amino)piperidine-1-carboxylate